ethyl 2-[cyclopropyl (difluoro) methyl]-4-hydroxy-pyrimidine-5-carboxylate C1(CC1)C(C1=NC=C(C(=N1)O)C(=O)OCC)(F)F